2-((tert-butoxycarbonyl)amino)ethyl (4-decylphenyl)carbamate C(CCCCCCCCC)C1=CC=C(C=C1)NC(OCCNC(=O)OC(C)(C)C)=O